3-(3-(Benzyloxy)-2,4-difluoro-5-(trifluoromethyl)phenyl)-6-chloro-1-methyl-1H-pyrazolo[4,3-c]pyridazine C(C1=CC=CC=C1)OC=1C(=C(C=C(C1F)C(F)(F)F)C1=NN(C2=C1N=NC(=C2)Cl)C)F